1,3-Dioxolane-4-methanol tert-butyl-2-(3-(cyclopropylethynyl)-2-fluorobenzyl)-3-(ethylsulfonamido)-pyrrolidine-1-carboxylate C(C)(C)(C)C1(N(CCC1NS(=O)(=O)CC)C(=O)OCC1OCOC1)CC1=C(C(=CC=C1)C#CC1CC1)F